FC(C=1N=CC2=C(C(C=3C=NC4=CC=C(C=C4C32)NC3=CC=C(C=C3)C(F)(F)F)=O)N1)(F)F 9-(trifluoromethyl)-2-((4-(trifluoromethyl)phenyl)amino)-7H-pyrimido[5',4':3,4]cyclopenta[1,2-c]quinolin-7-one